tert-butyl 3-(1-(3-iodopropyl)piperidin-4-yl)-5,6-dihydro-[1,2,4]triazolo[4,3-a]pyrazine-7(8H)-carboxylate ICCCN1CCC(CC1)C1=NN=C2N1CCN(C2)C(=O)OC(C)(C)C